cis-1-Methyl-4-((5-(2-methyl-3-(2,2,2-trifluoroethyl)-3H-imidazo[4,5-b]pyridin-5-yl)pyrrolo[2,1-f][1,2,4]triazin-2-yl)amino)cyclohexan-1-ol CC1(CCC(CC1)NC1=NN2C(C=N1)=C(C=C2)C2=CC=C1C(=N2)N(C(=N1)C)CC(F)(F)F)O